morpholin-4-yl-(4-phenyl-piperidin-4-yl)-methanone N1(CCOCC1)C(=O)C1(CCNCC1)C1=CC=CC=C1